1-(Cyclopropanesulfonyl)piperidine-4-carboxylic acid C1(CC1)S(=O)(=O)N1CCC(CC1)C(=O)O